NCC(OCCOC)C1=CC=C(C=C1)C1=C(C=C(C#N)C=C1)OC1=NC(=NC(=C1)N1CCOCC1)C 4-[4-[2-amino-1-(2-methoxyethoxy)ethyl]phenyl]-3-(2-methyl-6-morpholin-4-ylpyrimidin-4-yl)oxybenzonitrile